diphenylmethyl ((tritylamino)methyl)phosphonate C(C1=CC=CC=C1)(C1=CC=CC=C1)(C1=CC=CC=C1)NCP(OC(C1=CC=CC=C1)C1=CC=CC=C1)([O-])=O